OC1CCC(CC1)NC1CN(CC(C1)C(F)(F)F)C1=CC=C(C=2N=CC=NC12)C#N 8-(3-((4-hydroxycyclohexyl)amino)-5-(trifluoromethyl)piperidin-1-yl)quinoxaline-5-carbonitrile